C(C)OC(=O)C=1C=NC=CC1 Pyridine-3-Formic acid ethyl ester